OC=1C(C(=C(C(C1Cl)=O)O)Cl)=O 2,5-dihydroxy-3,6-dichlorobenzoquinone